1-benzhydryl-3-methyl-azetidin-3-ol C(C1=CC=CC=C1)(C1=CC=CC=C1)N1CC(C1)(O)C